ClC(C(F)(F)S(C1=CC=C(C(=O)OCC)C=C1)(F)(F)(F)F)(F)F ethyl 4-(2-chlorotetrafluoroethyltetrafluoro-λ6-sulfanyl)benzoate